sodium Di-sulfanilate S(=O)(C1=CC=C(C=C1)N)(=O)[O-].S(=O)(C1=CC=C(C=C1)N)(=O)[O-].[Na+].[Na+]